5-(5-(2-Chlorophenyl)-1,4-oxazepan-4-yl)-N-((R,E)-4-(methylsulfonyl)but-3-en-2-yl)pyrazine-2-carboxamide ClC1=C(C=CC=C1)C1N(CCOCC1)C=1N=CC(=NC1)C(=O)N[C@H](C)\C=C\S(=O)(=O)C